C(#C)C1=C2C(=CC(=CC2=CC=C1F)O)C1=CC=2N=C(N=C(C2C(=N1)OC(C)C)CCCO)OC[C@]12CCCN2C[C@@H](C1)F 5-ethynyl-6-fluoro-4-(2-(((2R,7aS)-2-fluorotetrahydro-1H-pyrrolizin-7a(5H)-yl)methoxy)-4-(3-hydroxypropyl)-5-isopropoxypyrido[4,3-d]pyrimidin-7-yl)naphthalen-2-ol